C(C)(C)(C)OC(=O)N1C2CN(CC(C1)C2)C=2C=NC=CC2C2=CC(=C(C=C2)CNC(=O)C=2N=NN(C2)C(C)(C)C)C 3-[4-[4-[[(1-tert-butyltriazole-4-carbonyl)amino]methyl]-3-methyl-phenyl]-3-pyridinyl]-3,6-diazabicyclo[3.2.1]octane-6-carboxylic acid tert-butyl ester